ClC=1C(=C(C(=C(C1)[C@H]1[C@H](O[C@@]([C@H]1C)(C(F)(F)F)C)C(=O)NC1=CC(=NC=C1)C(=O)N)OC)F)F 4-[[(2S,3S,4S,5S)-3-(5-Chloro-3,4-difluoro-2-methoxyphenyl)-4,5-dimethyl-5-(trifluoromethyl)tetrahydrofuran-2-carbonyl]amino]pyridin-2-carboxamid